bis(pyrrolyl)(ethyl)aluminum N1C(=CC=C1)[Al](CC)C=1NC=CC1